3-chloro-5,7-difluoro-8-methoxy-isoquinoline ClC=1N=CC2=C(C(=CC(=C2C1)F)F)OC